(3R,6S)-tert-butyl 3-((tert-butyldiphenylsilyl)oxy)-6-hydroxyazepane-1-carboxylate [Si](C1=CC=CC=C1)(C1=CC=CC=C1)(C(C)(C)C)O[C@H]1CN(C[C@H](CC1)O)C(=O)OC(C)(C)C